(S)-(4-(9H-purin-6-yl)-3,4-dihydro-2H-1,4-thiazin-6-yl)(2-(aminomethyl)piperidin-1-yl)methanone hydrochloride Cl.N1=CN=C2NC=NC2=C1N1CCSC(=C1)C(=O)N1[C@@H](CCCC1)CN